4-bromo-2-iodo-1-methoxybenzene BrC1=CC(=C(C=C1)OC)I